tert-butyl ((4-methylpiperidin-4-yl)methyl)carbamate hydrochloride Cl.CC1(CCNCC1)CNC(OC(C)(C)C)=O